N'-Hydroxy-4-methylbenzimidamide ON=C(C1=CC=C(C=C1)C)N